O=C1N(C2=C(N1)C=CC=C2S(=O)(=O)N)C2CCNCC2 2-oxo-3-(4-piperidinyl)-1H-benzimidazole-4-sulfonamide